FC(C(C(OCF)(F)F)(F)F)F hexafluoro(fluoromethoxy)propane